1,3,7-trimethyl-2,6-dioxo-N-propyl-2,3,6,7-tetrahydro-1H-purine-8-sulfonamide CN1C(N(C=2N=C(N(C2C1=O)C)S(=O)(=O)NCCC)C)=O